FC=1C=C(C=CC1C=1C=NC(=CC1)C=1N=NN(N1)C1CC1)N1C(O[C@@H](C1)C(C1CC1)O)=O (S)-3-(3-fluoro-4-(6-(2-cyclopropyl-2H-tetrazol-5-yl)pyridin-3-yl)phenyl)-5-(1-hydroxy-1-cyclopropylmethyl)oxazolidin-2-one